2-(5-(3,5-dichlorophenyl)-5-(trifluoromethyl)-4,5-dihydroisoxazol-3-yl)-N-ethyl-2,3-dihydro-1H-pyrrolo[3,4-c]pyridine-6-carboxamide ClC=1C=C(C=C(C1)Cl)C1(CC(=NO1)N1CC=2C=NC(=CC2C1)C(=O)NCC)C(F)(F)F